C(C)N1C2=NC(=NC(=C2N=C1N1CC2COCCN2CC1)N1CCOCC1)C1=CC(=CC=C1)C1=NN(C=C1)C 8-(9-ethyl-2-(3-(1-methyl-1H-pyrazol-3-yl)phenyl)-6-morpholino-9H-purin-8-yl)octahydropyrazino[2,1-c][1,4]oxazine